BrC1=C(C=NN(C1=O)C)N[C@@H]1C[C@@H](CN(C1)C)C1=CC=C(C=C1)CN1CC(C1)C=1C=C2CN(C(C2=CC1)=O)C1C(NC(CC1)=O)=O 3-[5-[1-[[4-[(3R,5R)-5-[(5-bromo-1-methyl-6-oxo-pyridazin-4-yl)amino]-1-methyl-3-piperidyl]phenyl]methyl]azetidin-3-yl]-1-oxo-isoindolin-2-yl]piperidine-2,6-dione